FC1=C(C=C(C=N1)C1C(NC(CC1)=O)=O)CN1CCN(CC1)C1=CC=C(C=C1)NC1=NC=C(C(=N1)NCC1=CC(=CC=C1)S(=O)(=O)C)C(F)(F)F 3-(6-fluoro-5-((4-(4-((4-((3-(methylsulfonyl)benzyl)amino)-5-(trifluoromethyl)pyrimidin-2-yl)amino)phenyl)piperazin-1-yl)methyl)pyridin-3-yl)piperidine-2,6-dione